1-Chloroimidazo[1,5-d][1,2,4]triazin-4-ol ClC=1C=2N(C(=NN1)O)C=NC2